(5-methyl-1H-indol-3-ylmethylene)malononitrile CC=1C=C2C(=CNC2=CC1)C=C(C#N)C#N